{3-ethyl-5-[1-(trifluoromethyl)cyclopropyl]imidazole-4-yl}methanol C(C)N1C=NC(=C1CO)C1(CC1)C(F)(F)F